N-hydroxy-4-((4-(methyl-(2-oxo-2H-chromen-4-yl)amino)phenyl)methyl)benzamide ONC(C1=CC=C(C=C1)CC1=CC=C(C=C1)N(C1=CC(OC2=CC=CC=C12)=O)C)=O